ClC1=NC=C2N(C(N(C2=N1)C1CC(CC1)O)=O)C 2-chloro-9-(3-hydroxycyclopentyl)-7-methyl-7,9-dihydro-8H-purin-8-one